5-chloro-N-((4r,5s,7r,8r,9s,10r)-8,10-dihydroxy-7-(hydroxymethyl)-9-(4-(3,4,5-trifluorophenyl)-1H-1,2,3-triazol-1-yl)-1,6-dioxaspiro[4.5]dec-4-yl)-2-naphthamide ClC1=C2C=CC(=CC2=CC=C1)C(=O)N[C@@H]1CCO[C@]12O[C@@H]([C@@H]([C@@H]([C@H]2O)N2N=NC(=C2)C2=CC(=C(C(=C2)F)F)F)O)CO